tert-Butyl 3-(3-bromo-5-(2-methylprop-1-en-1-yl)-1H-pyrazol-1-yl)piperidine-1-carboxylate BrC1=NN(C(=C1)C=C(C)C)C1CN(CCC1)C(=O)OC(C)(C)C